tert-butyl 2-(3-formyl-4-hydroxy-5-methoxyphenyl)-6,7-dihydrothieno[3,2-c]pyridine-5(4H)-carboxylate C(=O)C=1C=C(C=C(C1O)OC)C1=CC=2CN(CCC2S1)C(=O)OC(C)(C)C